C\C=C\C#CCC (E)-hept-2-en-4-yne